(S)-3-Cyano-pyrrolidine-1-carboxylic acid [7-methoxy-4-(tetrahydro-pyran-4-yl)-1H-benzoimidazol-2-yl]-amide COC1=CC=C(C2=C1NC(=N2)NC(=O)N2C[C@H](CC2)C#N)C2CCOCC2